SCCC[Si](OC)(OC)OC (3-mercaptopropyl)trimethoxysilane